1-ethyl-6-fluoro-3-formyl-1,4-dihydro-4-oxo-7-(4-methylpiperazinyl)quinoline C(C)N1C=C(C(C2=CC(=C(C=C12)N1CCN(CC1)C)F)=O)C=O